chromium (III) 2-ethyl-1,3-butanedione C(C)C(C=O)C(C)=O.[Cr+3]